C(C)(C)(C)N1N=CC(=C1)C(=O)NCC1=CC=C(C=C1)C=1C=2N(C=C(N1)N1CCOCC1)N=CC2 1-(tert-butyl)-N-(4-(6-morpholinopyrazolo[1,5-a]pyrazin-4-yl)benzyl)-1H-pyrazole-4-carboxamide